3-methyl-1-(2-hydroxyethyl)imidazole chloride salt [Cl-].CN1CN(C=C1)CCO